(S)-2-((tert-butoxycarbonyl)amino)-4-fluorobutyric acid tert-butyl ester C(C)(C)(C)OC([C@H](CCF)NC(=O)OC(C)(C)C)=O